6-[3-[(3-fluoro-1-bicyclo[1.1.1]pentanyl)methoxy]pyrazol-1-yl]-2-[(4S)-2,2,4-trimethylpyrrolidin-1-yl]pyridine-3-carboxamide FC12CC(C1)(C2)COC2=NN(C=C2)C2=CC=C(C(=N2)N2C(C[C@@H](C2)C)(C)C)C(=O)N